1-(1-(3,5-Dichlorophenyl)-2,5-dimethyl-1H-pyrrol-3-yl)-2-(piperidin-1-yl)ethanone ClC=1C=C(C=C(C1)Cl)N1C(=C(C=C1C)C(CN1CCCCC1)=O)C